(Z)-3-(hydroxyimino)-1-(1-((1s,4s)-4-isopropylcyclohexyl)piperidin-4-yl)-2-oxoindoline-5-carbonitrile O\N=C\1/C(N(C2=CC=C(C=C12)C#N)C1CCN(CC1)C1CCC(CC1)C(C)C)=O